C(C(=C)C)(=O)OCCNC(OCCOCCOCCOCCO)=O 16-hydroxy-4-oxo-5,8,11,14-tetraoxa-3-azahexadecyl methacrylate